C1=CC=CC=2C3=CC=CC=C3C(C12)COC(=O)N[C@H](C(=O)OCC)CNC(=O)N[C@@H]1CCC2=CC=CC=C12 (S)-ethyl 2-(((9H-fluoren-9-yl)methoxy)carbonylamino)-3-(3-((R)-2,3-dihydro-1H-inden-1-yl) ureido)propanoate